O1CCN(CC1)S(=O)(=O)C1=C(C=CC=C1)B(O)O 2-(MORPHOLINOSULFONYL)PHENYLBORONIC ACID